C(CC(O)(C(=O)O)CC(=O)O)(=O)O.CC=1SC(=NN1)[C@]1(CN(CC1)C(C)(C)C=1C=NC(=CC1)C)CCC=1SC=CC1 |o1:19| (R or S)-2-methyl-5-(1-(2-(6-methylpyridin-3-yl)propan-2-yl)-3-(2-(thiophen-2-yl)ethyl)pyrrolidin-3-yl)-1,3,4-thiadiazole citrate